4-(2,2-dimethyl-2H-chromen-8-yl)oxazol-2-amine CC1(OC2=C(C=CC=C2C=C1)C=1N=C(OC1)N)C